(6-chloro-7-fluoro-4-propyl-1H-indol-2-yl)(4-(5-fluoro-3-methoxypyridin-2-yl)piperazin-1-yl)methanone ClC1=CC(=C2C=C(NC2=C1F)C(=O)N1CCN(CC1)C1=NC=C(C=C1OC)F)CCC